2-Methoxyethyl-(S,E)-(7-(dimethylamino)-1-((1-((6-fluoro-1-methyl-4-neopentyl-1H-benzo[d]imidazol-2-yl)methyl)-2-oxo-1,2-dihydropyridin-3-yl)amino)-1,7-dioxohept-5-en-2-yl)carbamat COCCOC(N[C@H](C(=O)NC=1C(N(C=CC1)CC1=NC2=C(N1C)C=C(C=C2CC(C)(C)C)F)=O)CC\C=C\C(=O)N(C)C)=O